3-(3-(1H-indol-5-yl)phenyl)-N-(4-methyl-3-(trifluoromethyl)phenyl)acrylamide N1C=CC2=CC(=CC=C12)C=1C=C(C=CC1)C=CC(=O)NC1=CC(=C(C=C1)C)C(F)(F)F